(1-(naphthalen-1-yl)ethyl)-5-nitrobenzamide C1(=CC=CC2=CC=CC=C12)C(C)C1=C(C(=O)N)C=C(C=C1)[N+](=O)[O-]